C(C)[C@]1(C(OCC=2C(N3CC=4C(=NC=5C=C(C(=CC5C4CN4C(COCC4)SCO)C)F)C3=CC21)=O)=O)O (4S)-4-ethyl-8-fluoro-4-hydroxy-11-((3-(hydroxymethyl)thio-morpholino)methyl)-9-methyl-1,12-dihydro-14H-pyrano[3',4':6,7]indolizino[1,2-b]quinoline-3,14(4H)-dione